cis-4-Heptenal C(CC\C=C/CC)=O